COC([C@H](CC1=C(C(=CC(=C1)F)Br)O)NC(=O)OC(C)(C)C)=O.ClC1=C(C=C(OC[C@H]2OC2)C=C1)F (S)-2-((4-chloro-3-fluorophenoxy)methyl)oxirane methyl-(2S)-3-(3-bromo-5-fluoro-2-hydroxyphenyl)-2-[(tert-butoxycarbonyl)amino]propanoate